1-Pentyl-2-ethylpyrrolium fluorid [F-].C(CCCC)[NH+]1C(=CC=C1)CC